CO[Si](OC)(OC)CSSC[Si](OC)(OC)OC BIS[(TRIMETHOXYSILYL)METHYL]DISULFIDE